CC=1N=CC(=NC1)C(=O)[O-] 5-methylpyrazine-carboxylate